C(C)(C)(C)OC(=O)N1CCN(CC1)C=1C=2C(N=CC1)=C(N(N2)C2=CC=C(C=C2)OC2=CC=C(C=C2)F)C(=O)OCC ethyl 7-[4-(tert-butoxycarbonyl)piperazin-1-yl]-2-[4-(4-fluorophenoxy)phenyl]-2H-pyrazolo[4,3-b]pyridine-3-carboxylate